P(=O)(OC[N+]1=C(C(=CC=C1)C1=CC(=NO1)CC=1C=NC(=CC1)OCC1=CC(=NC(=C1)Cl)Cl)N)(O)[O-] (2-amino-3-(3-((6-((2,6-dichloropyridin-4-yl)methoxy)pyridin-3-yl)methyl)isoxazol-5-yl)pyridin-1-ium-1-yl)methyl hydrogen phosphate